4-(1-propionylindolin-5-yl)-N-((1,2,3,6-tetrahydropyridin-4-yl)methyl)benzamide C(CC)(=O)N1CCC2=CC(=CC=C12)C1=CC=C(C(=O)NCC=2CCNCC2)C=C1